FC=1C(=NC=C(C1)F)B1OC(C(O1)(C)C)(C)C 3,5-difluoro-2-(4,4,5,5-tetramethyl-1,3,2-dioxaborolan-2-yl)pyridine